COC1=CC=C(CN(C(CCC(=O)N2CCOCC2)=O)C2=CC(=C(C(=C2)OC)OC)OC)C=C1 N-(4-methoxybenzyl)-4-morpholinyl-4-oxo-N-(3,4,5-trimethoxyphenyl)butanamide